NC=1C=C(C(C(=O)OC)=CC1C#C)C(=O)OC Dimethyl 4-amino-5-ethynylphthalate